FC(OCCOC1=CC(=C(C=C1)NC1=CC=NC2=CC(=CC=C12)CC)OC)F N-(4-(2-(di-fluorometh-oxy)ethoxy)-2-methoxyphenyl)-7-ethylquinolin-4-amine